(R or S)-6-cyclopropyl-2-(3-(3-fluoro-4-methylphenyl)-3-(1,2,4-thiadiazol-5-yl)pyrrolidine-1-carboxamido)nicotinic acid C1(CC1)C1=NC(=C(C(=O)O)C=C1)NC(=O)N1C[C@](CC1)(C1=NC=NS1)C1=CC(=C(C=C1)C)F |o1:17|